(3R)-4-amino-N-((3R)-6-bromo-2,3-dihydro-1-benzo-furan-3-yl)-N,3-dimethyl-1,3-dihydrofuro[3,4-c]-quinoline-8-carboxamide NC1=NC=2C=CC(=CC2C2=C1[C@H](OC2)C)C(=O)N(C)[C@H]2COC1=C2C=CC(=C1)Br